3-(5-(4-chlorobenzyl)-7-fluoro-4-oxo-1,4-dihydroquinolin-2-yl)-4-(methylsulfonyl)benzonitrile ClC1=CC=C(CC2=C3C(C=C(NC3=CC(=C2)F)C=2C=C(C#N)C=CC2S(=O)(=O)C)=O)C=C1